6,8-bis[(trimethylsilyl)thio]octanoic acid ethyl ester C(C)OC(CCCCC(CCS[Si](C)(C)C)S[Si](C)(C)C)=O